Nα-methyl-O-benzyl-L-serine CN[C@@H](COCC1=CC=CC=C1)C(=O)O